C1(N=CC(N2C=C3N=C4C=CC=CC4=C3C=C21)=O)=O (6r,12ar)-pyrazino[1',2':1,6]-pyrido[3,4-b]indole-1,4-dione